C[C@@H]1C[C@@H]2CC[C@H]3C(=C)C[C@@H](O3)CC[C@]45C[C@@H]6[C@H](O4)[C@H]7[C@@H](O6)[C@@H](O5)[C@@H]8[C@@H](O7)CC[C@@H](O8)CC(=O)C[C@H]9[C@H](C[C@H](C1=C)O2)O[C@@H]([C@@H]9OC)C[C@@H](CN)O The molecule is a fully synthetic macrocyclic ketone analogue of marine sponge natural products. Inhibits growth phase of microtubules via tubulin-based antimitotic mechanism, which leads to G2/M cell-cycle block, disruption of mitotic spindles, and, ultimately, apoptotic cell death after prolonged mitotic blockage It has a role as an antineoplastic agent and a microtubule-destabilising agent. It is a macrocycle, a polyether, a polycyclic ether, a cyclic ketone, a primary amino compound and a cyclic ketal. It is a conjugate base of an eribulin(1+).